(2-chloroethyl)phosphonic dichloride ClCCP(=O)(Cl)Cl